ClC1=C(N=C(C(=N1)C(=O)OC)F)C1CC1 methyl 6-chloro-5-cyclopropyl-3-fluoro-pyrazine-2-carboxylate